12-(2-chlorophenyl)-7-fluoro-11-(oxetan-4-yl)-2,3,10-triazatricyclo[7.3.1.0{5,13}]tridec-1,5(13),6,8-tetraen-4-one ClC1=C(C=CC=C1)C1C(NC2=CC(=CC=3C(NN=C1C32)=O)F)C3CCO3